5-methyl-2-(2-(((R)-2-methylazetidin-1-yl)benzo[d]thiazol-5-yl)piperidin-1-yl)-2-oxoacetamide CC1CCC(N(C1)C(C(=O)N)=O)C=1C=CC2=C(N=C(S2)N2[C@@H](CC2)C)C1